2-(6-(3-fluoropyrrolidin-1-yl)-2-methylpyridin-3-yl)-5-(pyridin-3-yl)-4,5-dihydro-6H-imidazo[1,5-b]pyrazol-6-one FC1CN(CC1)C1=CC=C(C(=N1)C)C=1C=C2N(N1)C(N(C2)C=2C=NC=CC2)=O